C(C1CO1)OC(C(=C)C)=O.OCCOC(CC=C)=O.C(C)C(COC(C=C)=O)CCCC.C(C=C)(=O)O acrylic acid 2-ethylhexyl-acrylate hydroxyethyl-vinyl-acetate glycidyl-methacrylate